N1=CC=C2N1C(C=CN2)=O 4H-pyrazolo[1,5-a]Pyrimidine-7-one